N1=CC=CC2=C(C=CC=C12)NC1CCN(CC1)CC(=O)N1[C@H]2C[C@H]2C[C@H]1C#N (1S,3S,5S)-2-(2-(4-(Chinolin-5-ylamino)piperidin-1-yl)acetyl)-2-azabicyclo[3.1.0]hexan-3-carbonitril